5-bromo-6-(methoxymethoxy)-2,7-dimethyl-indazole BrC1=CC2=CN(N=C2C(=C1OCOC)C)C